C12CN(CC(N1)C2)C=2N=CC(=NC2)C=2C=1N(C=C(C2)OCCN2CCOCC2)N=CC1C#N 4-(5-(3,6-Diazabicyclo[3.1.1]hept-3-yl)pyrazin-2-yl)-6-(2-morpholinylethoxy)pyrazolo[1,5-a]pyridine-3-carbonitrile